2-(6-bromo-8-chloro-1,5-dioxo-1,5-dihydro-2H-spiro[imidazo[1,5-a]pyridine-3,4'-piperidin]-1'-yl)acetonitrile BrC1=CC(=C2N(C1=O)C1(CCN(CC1)CC#N)NC2=O)Cl